phosphoric acid bis(2-ethylhexyl) ester C(C)C(COP(OCC(CCCC)CC)(O)=O)CCCC